C(C)(C)(C)C=1C=C(C=C(C1O)C(C)(C)C)C(CCCCCCCCC=C)=O 1-(3,5-Di-tert-butyl-4-hydroxyphenyl)undec-10-en-1-one